OCC1=CC=C(C=C1)OB(O)O 4-hydroxymethyl-Phenyl-Boric Acid